C(C)(C)(C)N1N=C(C=C1N)[C@@H]1CC[C@H]2OC(O[C@H]21)(C)C |r| rac-1-(tert-butyl)-3-((3aS,4S,6aR)-2,2-dimethyltetrahydro-4H-cyclopenta[d][1,3]dioxol-4-yl)-1H-pyrazol-5-amine